(R)-3-(4-fluoro-3-(trifluoromethyl)phenyl)isoxazolidine FC1=C(C=C(C=C1)[C@@H]1NOCC1)C(F)(F)F